C(CCCCCCCCC)C(CC(N)(C)C)S(=O)(=O)O decyldimethyl-aminopropyl-sulfonic acid